ClC=1C(=C(C(=CC1)OC)C1=CC(=NC=C1C(=O)NC=1SC(=NN1)COC1CCOCC1)C)F 4-(3-chloro-2-fluoro-6-methoxyphenyl)-6-methyl-N-(5-(((tetrahydro-2H-pyran-4-yl)oxy)methyl)-1,3,4-thiadiazol-2-yl)nicotinamide